C(CCCCCCCCCCCCCCCCC)OC(CCCCCCCC)=O.[Si](C)(C)(C(C)(C)C)OCCOC=1C=CC(=NC1)N1C=NC=C1 5-(2-((tert-butyldimethylsilyl)oxy)ethoxy)-2-(1H-imidazol-1-yl)pyridine n-octadecyl-nonanate